4-(2-chloro-3-fluorophenyl)-1-methyl-pyrrole-3-nitrile ClC1=C(C=CC=C1F)C=1C(=CN(C1)C)C#N